4'-chloro-9'-(piperidin-4-yl)-5'H-spiro[cyclohexane-1,7'-indolo[1,2-a]quinazolin]-5'-one ClC=1C=2C(N=C3N(C2C=CC1)C1=CC=C(C=C1C31CCCCC1)C1CCNCC1)=O